FC=1C=CC(=NC1)OCC1N(C2CCC(C1)C2)C(=O)C=2N=C(SC2C2=CC=CC=C2)C 3-{[(5-fluoropyridin-2-yl)oxy]methyl}-2-(2-methyl-5-phenyl-1,3-thiazole-4-carbonyl)-2-azabicyclo[3.2.1]octane